NCC(=O)[SiH2]O[SiH2]O[SiH2]O[SiH3] glycyl-tetra-siloxane